4-(2-(tert-Butoxycarbonyl)-2-(2,2-difluoroethyl)hydrazino)-2-methylsulfanyl-pyrimidine-5-carboxylic acid ethyl ester C(C)OC(=O)C=1C(=NC(=NC1)SC)NN(CC(F)F)C(=O)OC(C)(C)C